(R)-5-cyclopropoxy-2-morpholino-8-(1-(phenylamino)ethyl)-4H-chromen-4-one C1(CC1)OC1=C2C(C=C(OC2=C(C=C1)[C@@H](C)NC1=CC=CC=C1)N1CCOCC1)=O